oxazolesulfonyl-pyrrolidine O1C(=NC=C1)S(=O)(=O)N1CCCC1